C12COCC(N1[C@H]1CCC3=C(CC1)C=C(C=C3)C=3C=C1C(=NC3)NN=C1C1=CC=C(C=C1)C1=NC=CC=C1N1C(CCC1)=O)C2 1-[2-(4-{5-[(7S)-7-{3-Oxa-6-azabicyclo[3.1.1]heptan-6-yl}-6,7,8,9-tetrahydro-5H-benzo[7]annulen-2-yl]-1H-pyrazolo[3,4-b]pyridin-3-yl}phenyl)pyridin-3-yl]pyrrolidin-2-one